NC1=C(C=NN1CC=1C(=NOC1C)C)C(=O)N1C[C@@]2(CCC1)C1=C(NC(O2)=O)C=CC(=C1F)Cl (R)-1'-(5-Amino-1-((3,5-dimethylisoxazol-4-yl)methyl)-1H-pyrazole-4-carbonyl)-6-chloro-5-fluorospiro[benzo[d][1,3]oxazine-4,3'-piperidin]-2(1H)-one